7-hydroxy-4-phenyl-10-thia-2,4-diazatricyclo[7.3.0.03,7]dodeca-1(9),2,11-trien-8-one OC12CCN(C1=NC=1C=CSC1C2=O)C2=CC=CC=C2